C(=O)C=1C=C(/C=C/C2=CC=C(C(=O)N)C=C2)C=C(C1O)OC (E)-4-(3-formyl-4-hydroxy-5-methoxystyryl)benzamide